NC1=C2C(N(C(=NC2=CC=C1)C)N1C(C(CCC1=O)[2H])=O)=O (5-amino-2-methyl-4-oxoquinazolin-3(4H)-yl)-(3-2H)piperidine-2,6-dione